ClCC1=CC=C(C=C1)N1C(=NC=2C1=NC(=CC2)C2=C(C=C(C=C2)F)C(F)(F)F)C=2C(=NC=CC2)N 3-(3-(4-(Chloromethyl)phenyl)-5-(4-fluoro-2-(trifluoromethyl)phenyl)-3H-imidazo[4,5-b]pyridin-2-yl)pyridin-2-amine